(R)-3-(5-(3-(3-((3-fluoro-4-((8-isopropoxy-7-(1H-pyrazol-4-yl)-[1,2,4]triazolo[1,5-c]pyrimidin-2-yl)amino)phenyl)sulfonyl)benzyl)cyclobutyl)-1-oxoisoindolin-2-yl)piperidine-2,6-dione FC=1C=C(C=CC1NC1=NN2C=NC(=C(C2=N1)OC(C)C)C=1C=NNC1)S(=O)(=O)C=1C=C(CC2CC(C2)C=2C=C3CN(C(C3=CC2)=O)[C@H]2C(NC(CC2)=O)=O)C=CC1